C12(CC3CC(CC(C1)C3)C2)N(CCCCNC(CCNC2=C3C(N(C(=NC3=CC=C2)C)C2C(NC(CC2)=O)=O)=O)=O)C N-(4-(((3s,5s,7s)-adamantan-1-yl)(methyl)amino)butyl)-3-((3-(2,6-dioxopiperidine-3-yl)-2-methyl-4-oxo-3,4-dihydroquinazolin-5-yl)amino)propionamide